2-(2-(cyclopropanesulfonamido)thiazol-4-yl)-N-(4-(5-(difluoromethoxy)pyridin-3-yl)phenyl)butanamide C1(CC1)S(=O)(=O)NC=1SC=C(N1)C(C(=O)NC1=CC=C(C=C1)C=1C=NC=C(C1)OC(F)F)CC